FC(C1=CC=2N(C=C1)N=NC2C(=O)O)(F)F 5-(trifluoromethyl)triazolo[1,5-a]pyridine-3-carboxylic acid